3-fluoro-4-[4-(2-fluoro-pyridin-3-yl)-5-methylsulfanyl-pyrimidin-2-ylamino]-N-o-tolyl-benzamide FC=1C=C(C(=O)NC2=C(C=CC=C2)C)C=CC1NC1=NC=C(C(=N1)C=1C(=NC=CC1)F)SC